3-(1-methylcyclopropyl)-1,2,4-oxadiazole-5-carboxylic acid ethyl ester C(C)OC(=O)C1=NC(=NO1)C1(CC1)C